dodecylbenzenesulfonic acid tetrabutylammonium salt C(CCC)[N+](CCCC)(CCCC)CCCC.C(CCCCCCCCCCC)C1=C(C=CC=C1)S(=O)(=O)[O-]